((2-(trimethylsilyl)ethoxy)methyl)-4,6-dihydropyrrolo[3,4-d]imidazol-5(1H)-carboxamide C[Si](CCOCN1C=NC2=C1CN(C2)C(=O)N)(C)C